O=C1C=C(C=C2N1CCS2)C(=O)O 5-oxo-2H,3H,5H-[1,3]thiazolo[3,2-a]pyridine-7-carboxylic acid